3-hydroxy-5,6,7,8-tetrahydroquinoline-2-carboxylic acid OC=1C(=NC=2CCCCC2C1)C(=O)O